((4-(dimethylamino)phenyl)amino)-9-(trifluoromethyl)-7H-pyrimido[5',4':3,4]cyclopenta[1,2-c]quinolin-7-one CN(C1=CC=C(C=C1)NC1=C2C3=C(C=NC2=CC=C1)C(C1=C3C=NC(=N1)C(F)(F)F)=O)C